BrC1=CC=C(C=C1)C1=CC=2C(=C(N=NC2CC2=CNC=C2)C(=O)N)S1 2-(4-bromophenyl)-4-(3-pyrrylmethyl)-thieno[2,3-d]pyridazine-7-carboxamide